(4-(1H-pyrazol-1-yl)phenyl)cyclopropan-1-amine hydrochloride Cl.N1(N=CC=C1)C1=CC=C(C=C1)C1(CC1)N